nonanoic acid methyl ester COC(CCCCCCCC)=O